ClC1=CC=C(C=C1)N1CCN(CC1)CC=1C=C2CN(C(C2=CC1)=O)N1C(NC(CC1)=O)=O 1-(5-((4-(4-chlorophenyl)piperazin-1-yl)methyl)-1-oxoisoindolin-2-yl)dihydropyrimidine-2,4(1H,3H)-dione